C(C)(=O)N1CC(C1)(C)C1=NN(C=C1)C1=NC=C(C(=C1)N1C(C(=C(C=C1C)OC([2H])([2H])C1=NC=C(C=C1F)F)Cl)=O)C (R)-2'-(3-(1-acetyl-3-methylazetidin-3-yl)-1H-pyrazol-1-yl)-3-chloro-4-((3,5-difluoropyridine-2-yl)methoxy-d2)-5',6-dimethyl-2H-[1,4'-bipyridyl]-2-one